F[C@@H]1CN(C[C@H](C1)NC1=NC=CC(=N1)C1=C(N=C(S1)C)OC1=C(N=C(C2=CC=CC=C12)NS(=O)(=O)CC(F)(F)F)C)C(=O)OC(C)(C)C tert-butyl (3S,5S)-3-fluoro-5-[[4-[2-methyl-4-[[3-methyl-1-(2,2,2-trifluoroethylsulfonylamino)-4-isoquinolyl]oxy]thiazol-5-yl]pyrimidin-2-yl]amino]piperidine-1-carboxylate